C(C)OC(C(CC(=O)OCC)NCCC[Si](OC)(OC)OC)=O N-(3-trimethoxysilyl-propyl)-amino-succinic acid diethyl ester